tert-butyl 4-(5-bromo-3,3-dimethyl-2,3-dihydro-1H-pyrrolo[2,3-b]pyridin-1-yl)piperidine-1-carboxylate BrC=1C=C2C(=NC1)N(CC2(C)C)C2CCN(CC2)C(=O)OC(C)(C)C